Cl.CC1=NC=CC(=C1)C1CCC(CC1)C(C)N 1-(4-(2-methylpyridin-4-yl)cyclohexyl)ethylamine hydrochloride